COC1=C(C(=O)OC)C=C(C=C1)C1CCC2(OCCO2)CC1 methyl 2-methoxy-5-(1,4-dioxaspiro[4.5]decan-8-yl)benzoate